1,3,5,5,7-Pentamethyl-1,1,3,7,7-pentaphenyltetrasiloxan C[Si](O[Si](O[Si](O[Si](C1=CC=CC=C1)(C1=CC=CC=C1)C)(C)C)(C1=CC=CC=C1)C)(C1=CC=CC=C1)C1=CC=CC=C1